C(C)(C)(C)OC(=O)C1=CC=C(CBr)C=C1 4-(tert-butoxycarbonyl)benzyl bromide